3-chloro-5-(1H-pyrazol-1-yl)-4-[[4-[(trifluoromethyl)thio]phenyl]methyl]pyridine ClC=1C=NC=C(C1CC1=CC=C(C=C1)SC(F)(F)F)N1N=CC=C1